C(C1=CC=CC=C1)NC=1C2=C(N=C(N1)Cl)C=CC=N2 N-Benzyl-2-chloropyrido[3,2-d]pyrimidin-4-amine